(2s,5s)-5-(tert-butoxycarbonylamino)-4,4-difluoro-tetrahydropyran-2-carboxylic acid C(C)(C)(C)OC(=O)N[C@@H]1C(C[C@H](OC1)C(=O)O)(F)F